ClC=1C(=C(C2=C(N(C=N2)C)C1)F)I 6-chloro-4-fluoro-5-iodo-1-methyl-1,3-benzodiazole